2-((S)-4-((R)-4-chloro-2,3-difluoro-2'-(((S)-1-methylpyrrolidin-2-yl)methoxy)-5',8'-dihydro-6'H-spiro[indene-1,7'-quinazolin]-4'-yl)-1-(2-fluoropropenyl)piperazin-2-yl)acetonitrile ClC1=C2C(=C([C@@]3(CCC=4C(=NC(=NC4C3)OC[C@H]3N(CCC3)C)N3C[C@@H](N(CC3)C=C(C)F)CC#N)C2=CC=C1)F)F